4-((3-fluoro-4-methoxybenzyl)amino)picolinic acid FC=1C=C(CNC2=CC(=NC=C2)C(=O)O)C=CC1OC